3-chloro-4-ethynylbenzaldehyde ClC=1C=C(C=O)C=CC1C#C